CN(CCNC(CCCCCC)=O)C N-(2-(dimethylamino)ethyl)heptanamide